2,2-difluoro-2-(3,3',4'-trifluoro-[1,1'-biphenyl]-4-yl)acetic acid FC(C(=O)O)(C1=C(C=C(C=C1)C1=CC(=C(C=C1)F)F)F)F